N'-amino-N-methyloxalyldiamine NNC(C(=O)NC)=O